(13R)-13-methyl-19-(oxan-2-yl)-8,14-dioxa-4,10,19,20,22-pentaazatetracyclo[13.5.2.12,6.018,21]tricosa-1(20),2(23),3,5,15,17,21-heptaen-9-one C[C@@H]1CCNC(OCC2=CN=CC(C3=NN(C4=CC=C(O1)N=C34)C3OCCCC3)=C2)=O